7-{(S)-cyclopropyl-[1-(2-fluorophenyl)-1H-1,2,3-triazol-4-yl]methyl}-5-(4-methoxypyrimidin-5-yl)-7H-pyrrolo[2,3-d]pyrimidin-4-amine C1(CC1)[C@H](N1C=C(C2=C1N=CN=C2N)C=2C(=NC=NC2)OC)C=2N=NN(C2)C2=C(C=CC=C2)F